[Na+].NC1=C(C=C(C2=CC=CC=C12)S(=O)(=O)[O-])N=NC=1C=NC(=CC1)C1=C(C=C(C=C1)F)C 4-amino-3-[6-(4-fluoro-2-methylphenyl)pyridin-3-ylazo]naphthalene-1-sulfonic acid sodium salt